[4-(pentafluorosulfanyl)phenyl]pyrazin-2-amine FS(C1=CC=C(C=C1)C=1C(=NC=CN1)N)(F)(F)(F)F